CN(CCCNC(C1=CC=C(C=C1)NC1=NC=C(C(=N1)NCC=1C(=NC=CC1)N(S(=O)(=O)C)C)C(F)(F)F)=O)C N-[3-(dimethylamino)propyl]-4-({4-[({2-[methyl(methylsulfonyl)amino]pyridin-3-yl}methyl)amino]-5-(trifluoromethyl)pyrimidin-2-yl}amino)benzamide